3-iodo-1H-pyrazolo[4,3-c]Pyridine IC1=NNC2=C1C=NC=C2